FC1CC(N(C1)C(=O)C12CC(C1)(C2)CN2N=CC1=CC(=CC=C21)C#N)C2=CC(=CC=C2)F 1-((3-(4-fluoro-2-(3-fluoro-phenyl)pyrrolidine-1-carbonyl)bicyclo[1.1.1]-pentan-1-yl)methyl)-1H-indazole-5-carbonitrile